C1(CC1)C1=NNC(=N1)C1CC2(CN(C2)C(=O)N2CC3(C2)CC(C3)OC3=NC=C(C=C3F)C(F)(F)F)C1 [6-(3-cyclopropyl-1H-1,2,4-triazol-5-yl)-2-azaspiro[3.3]heptan-2-yl]-[6-[[3-fluoro-5-(trifluoromethyl)-2-pyridyl]oxy]-2-azaspiro[3.3]heptan-2-yl]methanone